O1[C@H](CCCC1)N1N=CC(=C1)B1OC(C(O1)(C)C)(C)C |r| rac-1-(tetrahydro-2H-pyran-2-yl)-4-(4,4,5,5-tetramethyl-1,3,2-dioxaborolan-2-yl)-1H-pyrazole